FC(C1=NN=C(O1)C=1C=CC(=NC1)CN1C(N(C2=C1C=CC(=C2)C2=CC=NN2)C)=O)F 1-((5-(5-(difluoromethyl)-1,3,4-oxadiazole-2-yl)pyridine-2-yl)methyl)-3-methyl-5-(1H-pyrazole-5-yl)-1,3-dihydro-2H-benzo[d]imidazole-2-one